The molecule is a purine 2'-deoxyribonucleoside 5'-monophosphate having adenine as the nucleobase. It has a role as a fundamental metabolite. It is a purine 2'-deoxyribonucleoside 5'-monophosphate and a 2'-deoxyadenosine 5'-phosphate. It is a conjugate acid of a 2'-deoxyadenosine 5'-monophosphate(2-). C1[C@@H]([C@H](O[C@H]1N2C=NC3=C(N=CN=C32)N)COP(=O)(O)O)O